CC=1C=C(C=C(C1)C)C(=O)[O-] 3,5-dimethylphenyl-format